(S)-2-(3,4-dicyanophenyl)-2-((R)-3,3-difluorocyclopentyl)-N-(3-(trifluoromethyl)isoxazol-5-yl)acetamide C(#N)C=1C=C(C=CC1C#N)[C@@H](C(=O)NC1=CC(=NO1)C(F)(F)F)[C@H]1CC(CC1)(F)F